CS(=O)(=O)N.CS(=O)(=O)N.[Li] lithium bis(methanesulfonamide)